C(C(CCC(C)C(=O)O)C(=O)O)C(=O)O 1,2,5-hexanetricarboxylic acid